tert-butyl N-[2-[5-[1-benzyloxy-1-(trifluoromethyl)pent-4-enyl]-1,3,4-oxadiazol-2-yl]-6-[but-3-enyl(2-methoxyethyl)amino]-5-(trifluoromethyl)-3-pyridyl]-N-tert-butoxycarbonyl-carbamate C(C1=CC=CC=C1)OC(CCC=C)(C(F)(F)F)C1=NN=C(O1)C1=NC(=C(C=C1N(C(OC(C)(C)C)=O)C(=O)OC(C)(C)C)C(F)(F)F)N(CCOC)CCC=C